BrC1=NN(C(=C1)C(C(C)C)=O)C1OCCCC1 1-(3-bromo-1-(tetrahydro-2H-pyran-2-yl)-1H-pyrazol-5-yl)-2-methylpropan-1-one